3-amino-1-(6-chloropyridin-2-yl)-2,2-difluoropropan-1-ol hydrochloride Cl.NCC(C(O)C1=NC(=CC=C1)Cl)(F)F